C(C)(C)(C)OC(=O)N1C[C@H]([C@@H](CC1)N)O (3R,4R)-4-amino-3-hydroxypiperidine-1-carboxylic acid tert-butyl ester